O1C(=CC=C1)/C(/C#N)=C/C#N 2-(furan-2-yl)maleonitrile